dioxa-4,7,10-triazapentadecan-15-oate OOCNCCNCCNCCCCC(=O)[O-]